BrC1=CC=C(C(=C1C#N)ON=C(C)C)F 6-bromo-3-fluoro-2-((propan-2-ylideneamino)oxy)benzonitrile